tert-butyl (R or S)-7-acryloyl-2-(4-cyclopropyl-2-(difluoromethoxy)phenyl)-2,3,4,5a,6,7,8,9-octahydro-5H-1,2,5,7-tetraazabenzo[cd]azulene-5-carboxylate C(C=C)(=O)N1C[C@H]2C3=C(N(N=C3CC1)C1=C(C=C(C=C1)C1CC1)OC(F)F)CCN2C(=O)OC(C)(C)C |o1:6|